[3-[[4-[[4-[4-[6-(cyclopropoxy)-4-(trifluoromethyl)-2-pyridyl]piperazin-1-yl]sulfonylphenyl]carbamoyl]phenyl]methylamino]propyl]carbamate C1(CC1)OC1=CC(=CC(=N1)N1CCN(CC1)S(=O)(=O)C1=CC=C(C=C1)NC(=O)C1=CC=C(C=C1)CNCCCNC([O-])=O)C(F)(F)F